benzylindolin-6-amine hydrochloride Cl.C(C1=CC=CC=C1)N1CCC2=CC=C(C=C12)N